HEXYLISOBUTYRATE C(CCCCC)OC(C(C)C)=O